OC(CN1CCN(CC1)C(=O)C1=CC(=CC=C1)C(F)(F)F)CNC=1C2=CC=CC=C2N=C2CCCCC12 (4-(2-hydroxy-3-((1,2,3,4-tetrahydroacridin-9-yl)amino)propyl)piperazin-1-yl)(3-trifluoromethylphenyl)methanone